Cl.C(#N)C=1C(=NC(=NC1)NC=1C(=CC(=C(C1)NC(C=C)=O)N(C)CCN(C)C)OC)C1=CN(C2=CC=CC=C12)C1CC1 N-(5-((5-cyano-4-(1-cyclopropyl-1H-indol-3-yl)pyrimidine-2-yl)amino)-2-((2-(dimethylamino)ethyl)(methyl)amino)-4-methoxyphenyl)acrylamide hydrochloride